pyrrole-5-formate N1C=CC=C1C(=O)[O-]